O1C(=NC2=C1C=CC=C2)CNC2=NS(C1=C(N2)C(=C(C=C1)F)C(C)C1=C(C=CC=C1)F)(=O)=O 3-((benzo[d]oxazol-2-ylmethyl)amino)-6-fluoro-5-(1-(2-fluorophenyl)ethyl)-4H-benzo[e][1,2,4]thiadiazine 1,1-dioxide